N[C@H](C(=O)N1[C@@H](C[C@H](C1)O)C(=O)NCC1=CC(=C(C=C1)C1=C(N=CS1)C)F)C(C)(SC(C1=CC=CC=C1)(C1=CC=CC=C1)C1=CC=CC=C1)C (2S,4R)-1-((R)-2-amino-3-methyl-3-(tritylthio)butanoyl)-N-(3-fluoro-4-(4-methylthiazol-5-yl)benzyl)-4-hydroxypyrrolidine-2-carboxamide